(1R,2S)-2-amino-1-(N-Boc-amino)cyclopentane CC(C)(C)OC(=O)N[C@@H]1CCC[C@@H]1N